NC1=C2C(=NC=N1)N(N=C2C2=CC=C(C=C2)OC2=CC=CC=C2)C2C(CC(CC2)CN2CCC(CC2)C=2C=C1C(N(C(C1=CC2)=O)C2C(NC(CC2)=O)=O)=O)F 5-(1-((4-(4-amino-3-(4-phenoxyphenyl)-1H-pyrazolo[3,4-d]pyrimidin-1-yl)-3-fluorocyclohexyl)methyl)piperidin-4-yl)-2-(2,6-dioxopiperidin-3-yl)isoindoline-1,3-dione